2-(4-bromo-1-methyl-1H-pyrazol-3-yl)-6-methoxypyridine BrC=1C(=NN(C1)C)C1=NC(=CC=C1)OC